ethyl-5-(quinoxalin-5-yl)pyridin-2-amine C(C)C=1C(=NC=C(C1)C1=C2N=CC=NC2=CC=C1)N